tert-butyl (R)-(cyclopropylmethyl)(1-(6-(3-(4-(6-(pyrrolidin-1-yl)pyrazin-2-yl)-1H-1,2,3-triazol-1-yl)oxetan-3-yl)pyridazin-3-yl)piperidin-3-yl)carbamate C1(CC1)CN(C(OC(C)(C)C)=O)[C@H]1CN(CCC1)C=1N=NC(=CC1)C1(COC1)N1N=NC(=C1)C1=NC(=CN=C1)N1CCCC1